2-(3-fluoro-2-(methoxymethyl)pyridin-4-yl)-2-oxoethyl (3S)-7-(6-amino-3-chloro-2-fluorophenyl)-5-oxo-1,2,3,5,8,8a-hexahydroindolizine-3-carboxylate NC1=CC=C(C(=C1C1=CC(N2[C@@H](CCC2C1)C(=O)OCC(=O)C1=C(C(=NC=C1)COC)F)=O)F)Cl